4-[(E)-(4-ethyl-2-hydroxy-phenyl)azo]benzenesulfonate C(C)C1=CC(=C(C=C1)\N=N\C1=CC=C(C=C1)S(=O)(=O)[O-])O